C1(CC1)C1=NOC(=C1C1=NC(=NO1)[C@@H]1C(C12CCN(CC2)S(=O)(=O)N)(F)F)C(F)(F)F (2R)-2-{5-[3-cyclopropyl-5-(trifluoromethyl)isoxazol-4-yl]-1,2,4-oxadiazol-3-yl}-1,1-difluoro-6-azaspiro[2.5]octane-6-sulfonamide